COCC1CN(CCC1)C1=NC(=NC=C1)C1=CN=C2N1C=C(N=C2)C(F)(F)F 3-(4-(3-(Methoxymethyl)piperidin-1-yl)pyrimidin-2-yl)-6-(trifluoromethyl)imidazo[1,2-a]pyrazine